NC=1C(=C(C=CC1)C(O)C1=CC=CC=C1)F (3-amino-2-fluorophenyl)(phenyl)methanol